C1(=CC(=CC=C1)C1=NC(=NC(=N1)C1=NC=C(C=C1)Br)C1=CC=CC=C1)C1=CC=CC=C1 2-([1,1'-biphenyl]-3-yl)-4-(5-bromopyridin-2-yl)-6-phenyl-1,3,5-triazine